4-Benzyl-6-fluoro-7-methoxy-3,4-dihydro-2H-benzo[b][1,4]oxazine C(C1=CC=CC=C1)N1C2=C(OCC1)C=C(C(=C2)F)OC